C(=O)C1(COC(OC1)(C)C)NC(OC(C)(C)C)=O tert-butyl (5-formyl-2,2-dimethyl-1,3-dioxan-5-yl)carbamate